N-(2-(2-azabicyclo[2.2.2]octan-2-yl)ethyl)-6-methyl-5-((1-methyl-6-((1-methyl-1H-pyrazol-4-yl)amino)-1H-pyrazolo[3,4-d]pyrimidin-3-yl)amino)nicotinamide C12N(CC(CC1)CC2)CCNC(C2=CN=C(C(=C2)NC2=NN(C1=NC(=NC=C12)NC=1C=NN(C1)C)C)C)=O